NC1=NC(=CC(=N1)N1CCC2(C[C@H](NC2)C(=O)O)CC1)O[C@@H](C(F)(F)F)C1=C(C=C(C=C1)Cl)C1=CC=CC=C1 (S)-8-(2-amino-6-((R)-1-(5-chloro-[1,1'-biphenyl]-2-yl)-2,2,2-trifluoroeth-oxy)pyrimidin-4-yl)-2,8-diazaspiro[4.5]decane-3-carboxylic acid